(1R,2R)-N-(7-chloro-6-(1-((3S,4S)-4-fluoro-3-methyltetrahydrofuran-3-yl)piperidin-4-yl)isoquinolin-3-yl)-2-ethyl-3-(1-methyl-1H-pyrazol-3-yl)cyclopropane-1-carboxamide ClC1=C(C=C2C=C(N=CC2=C1)NC(=O)[C@@H]1[C@@H](C1C1=NN(C=C1)C)CC)C1CCN(CC1)[C@]1(COC[C@H]1F)C